(7-(4-(4-(benzo[b]thiophen-4-yl)piperazin-1-yl)butoxy)quinolin-2-yloxy)methyl methylcarbamate CNC(OCOC1=NC2=CC(=CC=C2C=C1)OCCCCN1CCN(CC1)C1=CC=CC=2SC=CC21)=O